(2S)-4-(3-aminopropionoxy)-1-(6-oxo-6-undecoxy-hexyl)pyrrolidine-2-carboxylic acid [8-(1-octylnonyloxy)-8-oxo-octyl] ester C(CCCCCCC)C(CCCCCCCC)OC(CCCCCCCOC(=O)[C@H]1N(CC(C1)OC(CCN)=O)CCCCCC(OCCCCCCCCCCC)=O)=O